4,4-dimethylpyrrolidin-2-thione CC1(CC(NC1)=S)C